[(2R,3S,4R,5R)-5-(4-aminopyrrolo[2,1-f][1,2,4]triazin-7-yl)-5-cyano-3,4-dihydroxy-tetrahydrofuran-2-yl]methyl tert-butyl carbonate C(OC[C@H]1O[C@@]([C@@H]([C@@H]1O)O)(C#N)C1=CC=C2C(=NC=NN21)N)(OC(C)(C)C)=O